N-[2-(4-{[(2,4-DIMETHOXYPHENYL)METHYL]AMINO}CINNOLIN-7-YL)-4-(4,4,5,5-TETRAMETHYL-1,3,2-DIOXABOROLAN-2-YL)PHENYL]-4-METHYLPENTANAMIDE COC1=C(C=CC(=C1)OC)CNC1=CN=NC2=CC(=CC=C12)C1=C(C=CC(=C1)B1OC(C(O1)(C)C)(C)C)NC(CCC(C)C)=O